C(C)O[Si](CCCN(CN(C1=NC(=NC(=N1)N(COC1=CC=CC=C1)COC1=CC=CC=C1)N(COC1=CC=CC=C1)COC1=CC=CC=C1)COC1=CC=CC=C1)C)(OCC)OCC N-(5-Triethoxysilyl-2-aza-2-methyl-pentyl)-N,N',N',N'',N''-pentakis-phenoxymethyl-[1,3,5]triazin-2,4,6-triamin